P(OC)([O-])([O-])=S methyl phosphorothioate